C(C1=CC=CC=C1)NCCNCC1=CC(=C(C(=C1)OC)OC)CNCCNCC1=CC=CC=C1 1,3-Bis((2-benzylaminoethyl)aminomethyl)-4,5-dimethoxybenzol